8-((2s,5r)-4-(2-isopropoxybenzyl)-2,5-dimethylpiperazin-1-yl)-5-methyl-6-oxo-5,6-dihydro-1,5-naphthyridine-2-carbonitrile C(C)(C)OC1=C(CN2C[C@@H](N(C[C@H]2C)C2=CC(N(C=3C=CC(=NC23)C#N)C)=O)C)C=CC=C1